3-((chlorosulfonyl) oxy)-2,2-dimethylpropyl 3-chloro-2,6-dimethoxybenzoate ClC=1C(=C(C(=O)OCC(COS(=O)(=O)Cl)(C)C)C(=CC1)OC)OC